3-(cyclohexyloxy)-1,2-propanediol C1(CCCCC1)OCC(CO)O